FC1=C(CN2N=CC(=C2)C=2C(=NC(=CC2)C)C2=CC=C3C=CC=NC3=C2)C=CC=C1 7-{3-[1-(2-fluorobenzyl)-1H-pyrazol-4-yl]-6-methylpyridin-2-yl}quinoline